O1CCC2=C1C=CC=C2NC(=O)C2=CN=C1N2C=C(C=C1)C1CCNCC1 N-(2,3-dihydrobenzofuran-4-yl)-6-(piperidin-4-yl)imidazo[1,2-a]pyridine-3-carboxamide